N,5-bis(4-cyano-2-fluoro-phenyl)-1H-pyrrole-3-sulfonamide C(#N)C1=CC(=C(C=C1)NS(=O)(=O)C1=CNC(=C1)C1=C(C=C(C=C1)C#N)F)F